3-(2-chloro-4-(trifluoromethyl)-phenyl)-5-hydroxybenzothiazol-2(3H)-one ClC1=C(C=CC(=C1)C(F)(F)F)N1C(SC2=C1C=C(C=C2)O)=O